ClC=1C=NC=C(C1[C@@H](C)OC=1C=C2C(=NNC2=CC1)C=1C=NC(=C(C#N)C1)O[C@H]1COCC1)Cl 5-(5-((R)-1-(3,5-dichloropyridin-4-yl)ethoxy)-1H-indazol-3-yl)-2-(((R)-tetrahydrofuran-3-yl)oxy)nicotinonitrile